7-iodo-2,3-dihydropyrazolo[5,1-b]oxazole IC=1C=NN2C1OCC2